C(C)N1CCC(C1)CCCC ethyl-4-butyl-pyrrolidine